COC=1C=C(C(=O)O)C=C(C1OC)OC 3,4,5-trimethoxybenzoic acid